BrC=1C(=C(C(=O)N(C)C2=CC=NN2CC2=CC=C(C=C2)OC)C=C(C1)C)I 3-bromo-2-iodo-N-(1-(4-methoxybenzyl)-1H-pyrazol-5-yl)-N,5-dimethylbenzamide